C(C)(C)(C)N1N=C(C(=C1C)O)C1=CC=C(C=C1)C(C)(C)C 1-(tert-Butyl)-5-methyl-3-(4-(tert-Butyl)phenyl)-pyrazol-4-ol